FCCN1C(C2=C(C=CC=C2C1)NC1=NC(=NC=C1C)NC1=CC2=C(B(OC2)O)C=C1)=O 2-(2-fluoroethyl)-7-((2-((1-hydroxy-1,3-dihydrobenzo[c][1,2]oxaborol-5-yl)amino)-5-methylpyrimidin-4-yl)amino)isoindolin-1-one